ClC1=C(C=CC=C1)S(=O)(=O)NC1=C(C(=C(C=C1F)C1=CC2=C(N=C(N=C2)NC2CCC(CC2)N(C)C)N(C1=O)C(C)C)F)F 2-chloro-N-(4-(2-(((1r,4r)-4-(dimethylamino)cyclohexyl)amino)-8-isopropyl-7-oxo-7,8-dihydropyrido[2,3-d]pyrimidin-6-yl)-2,3,6-trifluorophenyl)benzenesulfonamide